C1(CC1)N(C1=C(C(=NC=N1)NCC1=CC=C(C=C1)CC(=O)N)F)CC=1N(N=C(C1)C1CC1)C(C)C 2-[4-[[[6-[cyclopropyl-[(5-cyclopropyl-2-isopropyl-pyrazol-3-yl)methyl]amino]-5-fluoro-pyrimidin-4-yl]amino]methyl]phenyl]acetamide